n-hexadecyl isocyanate C(CCCCCCCCCCCCCCC)N=C=O